6-hydroxy-2-methyl-3,4-dihydroisoquinolin-1(2H)-one OC=1C=C2CCN(C(C2=CC1)=O)C